CN(C)CC(CCCCCCCCCC=CCC=CCCCCC)CCCCCCCCC N,N-dimethyl-2-nonylheneicosane-12,15-dien-1-ylamine